6-[4-[acetyl-(isopropyl)amino]-3-methyl-phenyl]-N-[(2-methyl-3-pyridyl)methyl]pyridine-3-carboxamide C(C)(=O)N(C1=C(C=C(C=C1)C1=CC=C(C=N1)C(=O)NCC=1C(=NC=CC1)C)C)C(C)C